2-((S)-1-(4-(4-cyano-6-((4-cyano-2-fluorobenzyl)oxy)pyridin-2-yl)piperazine-1-yl)ethyl)-1-(((S)-oxetan-2-yl)methyl)-1H-benzo[d]imidazole-6-carboxylate C(#N)C1=CC(=NC(=C1)OCC1=C(C=C(C=C1)C#N)F)N1CCN(CC1)[C@@H](C)C1=NC2=C(N1C[C@H]1OCC1)C=C(C=C2)C(=O)[O-]